FC=1C=C2C=CC(=NC2=CC1)C=1C=C2CN(C(C2=CC1)=O)C1CNCCC1 3-[5-(6-fluoroquinolin-2-yl)-1-oxo-2,3-dihydro-1H-isoindol-2-yl]piperidine